COC=1C=C(CN2N=CC3=C(C2=O)N(C2=C3SC(=N2)C)C)C=CC1 (3-methoxybenzyl)-2,4-dimethyl-4,6-dihydro-5H-thiazolo[5',4':4,5]Pyrrolo[2,3-d]Pyridazin-5-one